OB(C1=CC=C(C=C1)CCC(=O)O)O 3-[4-(dihydroxyboryl)phenyl]propanoic acid